tert-Butyl 4-(fluoro(3-(methoxycarbonyl)phenyl)methyl)piperidine-1-carboxylate FC(C1CCN(CC1)C(=O)OC(C)(C)C)C1=CC(=CC=C1)C(=O)OC